CC(=CCC/C(=C/CC/C(=C/CC/C(=C/CC/C(=C\\CC/C(=C\\CC/C(=C\\CC/C(=C\\CC/C(=C\\CC/C(=C\\CC/C(=C\\COP(=O)(O)OP(=O)(O)O)/C)/C)/C)/C)/C)/C)/C)/C)/C)/C)C The molecule is a tridecaprenyl diphosphate having three (E)- and seven (Z)-double bonds. It is a conjugate acid of a tri-trans,poly-cis-undecaprenyl diphosphate(3-).